1,4-bis(thien-2-yl)-2,5-diethynylbenzene S1C(=CC=C1)C1=C(C=C(C(=C1)C#C)C=1SC=CC1)C#C